C(C)(C)(C)C=1C=C(C=C(C1O)C(C)(C)C)C(C(=O)N)C 3,5-di-t-butyl-4-hydroxyphenylpropionamide